2-phenoxy-N-(1H-pyrazol-3-yl)acetamide O(C1=CC=CC=C1)CC(=O)NC1=NNC=C1